COC1=CC=C(C=C1)NC(=O)[C@H]1[C@@H](CCC(C1)C)C(C)C (1R,2S)-N-(4-methoxyphenyl)-5-methyl-2-(1-methylethyl)cyclohexanecarboxamide